ClC=1C(=C(C=CC1Cl)NC1=NC=NC2=CC(=C(C=C12)C1CN(C1)C(C=C)=O)OC1COC1)F 1-(3-(4-((3,4-dichloro-2-fluorophenyl)amino)-7-(oxetan-3-yloxy)quinazolin-6-yl)azetidin-1-yl)prop-2-en-1-one